1-Isopropyl-7-(methoxy-d3)-1H-indazol-6-amine C(C)(C)N1N=CC2=CC=C(C(=C12)OC([2H])([2H])[2H])N